N-[4-(4-methylpiperazin-1-yl)phenyl]-7-(2-phenylethoxy)-5-[2-(triisopropylsilyl)ethynyl]pyrido[2,3-d]pyrimidin-2-amine CN1CCN(CC1)C1=CC=C(C=C1)NC=1N=CC2=C(N1)N=C(C=C2C#C[Si](C(C)C)(C(C)C)C(C)C)OCCC2=CC=CC=C2